Isopropyl pelargonate C(CCCCCCCC)(=O)OC(C)C